(3(s)-methyl-1H-pyrazole-1-yl)methyl-formamide tert-butyl-4-(5-quinolyloxy)piperidine-1-carboxylate C(C)(C)(C)OC(=O)N1CCC(CC1)OC1=C2C=CC=NC2=CC=C1.CC1=NN(C=C1)CNC=O